C(C)N1CCN(CC1)C1=C(C=C(C(=C1)OC)NC1=NC=NC(=C1)N1OCC[C@@H]1C1=CC=CC=C1)NC(C=C)=O N-(2-(4-ethylpiperazine-1-yl)-4-methoxy-5-((6-((R)-phenylisoxazolidine-2-yl)pyrimidine-4-yl)amino)phenyl)acrylamide